6-(3-Fluoro-5-isobutoxyphenyl)-N-(1H-pyrazol-5-ylsulfonyl)-2-[(4R)-2,2,4-trimethylpyrrolidin-1-yl]pyridin-3-carboxamid FC=1C=C(C=C(C1)OCC(C)C)C1=CC=C(C(=N1)N1C(C[C@H](C1)C)(C)C)C(=O)NS(=O)(=O)C1=CC=NN1